NC1=NC=2C=NC(=CC2C2=C1COC2)C(=O)N2[C@@H](CSCC2)C2=CC=C(C=C2)C(F)(F)F (4-amino-1,3-dihydrofuro[3,4-c][1,7]naphthyridin-8-yl)((3R)-3-(4-(trifluoromethyl)phenyl)-4-thiomorpholinyl)methanone